FC1=C(C(=O)C2C3(N(CC2C2=CC(=C(C=C2)O)O)C)C(NC2=CC=CC=C23)=O)C=C(C=C1)F 3'-(2,5-difluorobenzoyl)-4'-(3,4-dihydroxyphenyl)-1'-methylspiro[indoline-3,2'-pyrrolidin]-2-one